COC1=CC=C(C=C1)CC(C=O)C 3-(p-methoxyphenyl)-2-methylpropionaldehyde